(1s,4s)-N-(3-Methoxy-4-methylphenyl)-4-(1-oxoisoindolin-2-yl)cyclohexanecarboxamide COC=1C=C(C=CC1C)NC(=O)C1CCC(CC1)N1C(C2=CC=CC=C2C1)=O